ethyl (3S)-3-(6-methoxypyridin-3-yl)-3-(2-oxo-3-(4-(5,6,7,8-tetrahydro-1,8-naphthyridin-2-yl)phenyl)azetidin-1-yl)propanoate COC1=CC=C(C=N1)[C@H](CC(=O)OCC)N1C(C(C1)C1=CC=C(C=C1)C1=NC=2NCCCC2C=C1)=O